(terphenylyl)[(diphenyl-d10)triazinyl-Phenyl]dibenzoselenophene C1(=C(C=CC=C1)C1=C(C2=C([Se]C3=C2C=CC=C3)C=C1)C1=C(C(=C(C=C1)C1(C(C(C(C(C1[2H])([2H])[2H])([2H])[2H])([2H])[2H])([2H])[2H])[2H])C1(C(C(C(C(C1[2H])([2H])[2H])([2H])[2H])([2H])[2H])([2H])[2H])[2H])C1=NN=NC=C1)C=1C(=CC=CC1)C1=CC=CC=C1